C(C)(C)N1OC([C@H]2[C@H]1[C@H](C[C@@](C2)(C)C2=CC=C(C=C2)OC)C)(C)C |r| rac-(3aR,5R,7S,7aR)-1-isopropyl-5-(4-methoxyphenyl)-3,3,5,7-tetra-methyloctahydrobenzo[c]isoxazole